(R)-3-amino-4-(5-(4-(3-chloro-4-fluorophenoxy)phenyl)-2H-tetrazol-2-yl)butanoic acid N[C@H](CC(=O)O)CN1N=C(N=N1)C1=CC=C(C=C1)OC1=CC(=C(C=C1)F)Cl